2-((S)-1-(4-(4-cyano-6-((4-cyano-2-fluorobenzyl)oxy)pyridin-2-yl)piperazin-1-yl)ethyl)-1-(((S)-oxetan-2-yl)methyl)-1H-benzo[d]imidazol C(#N)C1=CC(=NC(=C1)OCC1=C(C=C(C=C1)C#N)F)N1CCN(CC1)[C@@H](C)C1=NC2=C(N1C[C@H]1OCC1)C=CC=C2